C1(=CC=CC=C1)C(CC#N)C[Se]C1=CC=CC=C1 3-phenyl-4-(phenylselenyl)butyronitrile